FC1=NC=CC(=C1)C1=CC(=NN1)C1=CC=C(NC)C=C1 4-[5-(2-fluoropyridin-4-yl)-1H-pyrazol-3-yl]-N-methylaniline